FC1=CC(=C(CCO)C=C1)C1NCCC1 4-fluoro-2-(pyrrolidin-2-yl)phenethyl alcohol